C(C#C)OCCOC1=CC=C(COC2=CC=C(C=C2)[C@@H]2N(CCC3=CC=CC=C23)C(=O)OCC23CCN(CC2)CC3)C=C1 quinuclidin-4-ylmethyl (S)-1-(4-((4-(2-(prop-2-yn-1-yloxy)ethoxy)benzyl)oxy)phenyl)-3,4-dihydroisoquinoline-2(1H)-carboxylate